COC1=CC=C(C=C1)C(OC[C@@H]1[C@@H](C[C@@H](O1)C1=NN=C2N1C=CNC2=O)O)(C2=CC=CC=C2)C2=CC=C(C=C2)OC 3-[(2r,4r,5r)-5-[[bis(4-methoxyphenyl)-phenyl-methoxy]methyl]-4-hydroxy-tetrahydrofuran-2-yl]-7H-[1,2,4]triazolo[4,3-a]pyrazin-8-one